ClC(C(=O)N1C(C1)C(=O)C1=CC=C(C=C1)S(=O)(=O)C)Cl 1-dichloroacetyl-2-(4-methylsulfonylphenyl)formyl-aziridine